ClC1=C(C(=C(C(=C1C1=C(C(=C(C(=C1Cl)Cl)O)Cl)Cl)Cl)Cl)O)Cl octachloro-4,4'-dihydroxybiphenyl